4-bromo-1-methylpyrazol-3-amine BrC=1C(=NN(C1)C)N